C(#N)C#CC1=CC=C(C(=O)OC2=C(C(=C(C(=C2F)F)S(=O)(=O)[O-])F)F)C=C1 4-((4-(cyanoethynyl)benzoyl)oxy)-2,3,5,6-tetra-fluorobenzenesulfonate